5-(hydroxymethyl)pyridin-1-ium 2,2,2-trifluoroacetate FC(C(=O)[O-])(F)F.OCC=1C=CC=[NH+]C1